((6-(1,3-dioxo-9-(4-(trifluoromethyl)phenyl)-1H-xantheno[2,1,9-def]isoquinolin-2(3H)-yl)hexyl)oxy)-2,6-dimethylbenzaldehyde O=C1N(C(C2=C3C=4C(=CC=C13)C1=CC(=CC=C1OC4C=C2)C2=CC=C(C=C2)C(F)(F)F)=O)CCCCCCOC=2C(=C(C=O)C(=CC2)C)C